hentriacontanyl alcohol C(CCCCCCCCCCCCCCCCCCCCCCCCCCCCCC)O